OC(CCCCOC)C1=CC=C(C=C1)CC1=CC=C(C=C1)/C=C/C(=O)C1=CC=CC=C1 (E)-3-[4-[[4-(1-Hydroxy-5-methoxypentyl)phenyl]methyl]phenyl]-1-phenylprop-2-en-1-one